tert-butyl 2-(hydroxymethyl)-2,6,6-trimethylmorpholine-4-carboxylate hydrochloride Cl.OCC1(CN(CC(O1)(C)C)C(=O)OC(C)(C)C)C